C12=CC=C(N1)C=C1C=CC(=N1)C=C1C=CC(N1)=CC=1C3=C(C(N1)=C2)C=CC=C3 Benzoporphine